C(C)(C)(C)O\N=C/1\CCC2=C(C=CC=C12)C1=NOC(=N1)C=1C=CC(=C(C#N)C1)OC(C)C (Z)-5-(3-(1-(tert-butoxyimino)-2,3-dihydro-1H-inden-4-yl)-1,2,4-oxadiazol-5-yl)-2-isopropoxybenzonitrile